4-((2-methyloxiran-2-yl)methoxy)-2-(trifluoromethyl)benzonitrile CC1(OC1)COC1=CC(=C(C#N)C=C1)C(F)(F)F